nitro-arachidonic acid CCCCC/C=C\C/C=C\C/C=C\C/C=C\CCC(C(=O)O)[N+](=O)[O-]